N1=CC(=CC=C1)C=1C=C(C=CC1)C1=C(C(=NC(=C1N1C2=CC=C(C=C2C=2C=C(C=CC12)C)C)N1C2=CC=C(C=C2C=2C=C(C=CC12)C)C)N1C2=CC=C(C=C2C=2C=C(C=CC12)C)C)N1C2=CC=C(C=C2C=2C=C(C=CC12)C)C 9,9',9'',9'''-(4-(3-(pyridin-3-yl)phenyl)pyridine-2,3,5,6-tetrayl)tetrakis(3,6-dimethyl-9H-carbazole)